4-[({(2S,5R)-5-[(benzyloxy)amino]piperidin-2-yl}carbonyl)amino]piperidine-1-carboxylate C(C1=CC=CC=C1)ON[C@@H]1CC[C@H](NC1)C(=O)NC1CCN(CC1)C(=O)[O-]